((2R,3S,4R,5R,6R)-5-(benzyloxy)-6-methoxy-3,4-bis(naphthalen-2-ylmethoxy)tetrahydro-2H-pyran-2-yl)tributylstannane C(C1=CC=CC=C1)O[C@@H]1[C@H]([C@@H]([C@H](O[C@H]1OC)[Sn](CCCC)(CCCC)CCCC)OCC1=CC2=CC=CC=C2C=C1)OCC1=CC2=CC=CC=C2C=C1